Imidazole-5-carboxylic acid tert-butyl ester C(C)(C)(C)OC(=O)C1=CN=CN1